ClC1=C(C=CC(=N1)[C@H]1CC([C@@H](C2(CCCC2)C1)O)(F)F)OC(F)F (6R,9R)-9-(6-chloro-5-(difluoromethoxy)pyridin-2-yl)-7,7-difluorospiro[4.5]decan-6-ol